C1(CC=CCC1)CC1=NC2=CC=CC=C2C(N1)=O 2-(cyclohex-3-en-1-ylmethyl)quinazolin-4(3H)-one